C(C)(C)(C)N1N=CC(=C(C1=O)Cl)OCC1=CC=C(C=C1)C1=CC=C(C=C1)OCCCF 2-(tert-butyl)-4-chloro-5-((4'-(3-fluoropropoxy)-[1,1'-biphenyl]-4-yl)methoxy)pyridazin-3(2H)-one